L-mannono-1,4-lactone C1([C@H](O)[C@H](O)[C@H]([C@@H](O)CO)O1)=O